ClC1=C(C=CC(=C1)OC1=CC(=C(C=C1)F)F)NC(OCC=1C(=C2C(N(CC2=CC1)C1C(NC(CC1)=O)=O)=O)OC)=O [2-(2,6-dioxopiperidin-3-yl)-4-methoxy-3-oxo-2,3-dihydro-1H-isoindol-5-yl]methyl N-[2-chloro-4-(3,4-difluorophenoxy)phenyl]carbamate